C(#N)C1=CC(=C(C=C1)COC1=CC=CC(=N1)C1=CC(=C(C=C1F)CC=1N(C2=C(N1)C=CC(=C2)C(=O)O)C2COCC2C2CC2)F)F 2-[[4-[6-[(4-cyano-2-fluoro-phenyl)methoxy]-2-pyridyl]-2,5-difluoro-phenyl]methyl]-3-(4-cyclopropyltetrahydrofuran-3-yl)benzimidazole-5-carboxylic acid